bis(4-hydroxyphenyl)iodonium bromide [Br-].OC1=CC=C(C=C1)[I+]C1=CC=C(C=C1)O